decyl-tetradecyl-myristoyl-methyl-beta-alanine Methyl-6-methoxy-3-oxohexanoate CC(C(=O)O)C(CCCOC)=O.C(CCCCCCCCC)C(N(C)C(CCCCCCCCCCCCC)=O)(CC(=O)O)CCCCCCCCCCCCCC